(4-(3-methoxyoxetan-3-yl)phenyl)(4-(2-((5-(trifluoromethyl)pyridin-2-yl)oxy)ethyl)piperidin-1-yl)methanone COC1(COC1)C1=CC=C(C=C1)C(=O)N1CCC(CC1)CCOC1=NC=C(C=C1)C(F)(F)F